3-(dimethylamino)butanethiol CN(C(CCS)C)C